Natrium hydrogenphosphat Dihydrat O.O.P(=O)(O)([O-])[O-].[Na+].[Na+]